(2S,4S)-1-benzyl-N-methyl-4-(methylamino)pyrrolidine-2-carboxamide C(C1=CC=CC=C1)N1[C@@H](C[C@@H](C1)NC)C(=O)NC